FCC1(C(OCC1)=O)N1N=C(C(=C1)[N+](=O)[O-])C 3-(fluoromethyl)-3-(3-methyl-4-nitro-1H-pyrazol-1-yl)dihydrofuran-2(3H)-one